ClC1=C(C=C(C=C1)C1CCCCO1)C1=CC=C(C=C1)OCC 6-(4-chloro-3-(4-ethoxyphenyl)phenyl)tetrahydro-2H-pyran